ClC=1C=C2C(=CN=NC2=CC1C#CC1=NN(C(=C1C(=O)N)NC)[C@@H]1CN(CC1)C(C=C)=O)CC 3-[2-(6-Chloro-4-ethylcinnolin-7-yl)ethynyl]-5-(methylamino)-1-[(3S)-1-(prop-2-enoyl)pyrrolidin-3-yl]pyrazole-4-carboxamide